[Br-].NCC[N+](CC)(CC)CC aminoethyltriethylammonium bromide